(7α,17β)-17-(Acetyloxy)-7-(9-bromononyl)estra-4-en-3-one C(C)(=O)O[C@@H]1[C@]2(C)[C@@H](CC1)[C@@H]1[C@@H](CC3=CC(CC[C@@H]3[C@H]1CC2)=O)CCCCCCCCCBr